N-(4-methyl-3-(pyridin-4-yl)-1H-pyrazol-5-yl)propanamide CC=1C(=NNC1NC(CC)=O)C1=CC=NC=C1